(S)-4-(diphenylcarbamoyl)-1-(2,3,4,9-tetrahydro-1H-carbazole-9-carbonyl)piperazine-2-carboxylic acid C1(=CC=CC=C1)N(C(=O)N1C[C@H](N(CC1)C(=O)N1C2=CC=CC=C2C=2CCCCC12)C(=O)O)C1=CC=CC=C1